3-oxa-7,9-diazabicyclo[3.3.1]nonan C12COCC(CNC1)N2